CO[C@@H](C)C1=NC2=CC=CC=C2C(=C1)C(=O)N ((S)-1-methoxyethyl)quinoline-4-carboxamide